thieno[3,2-c]Pyridin-4(5H)-one S1C=CC=2C(NC=CC21)=O